4-allyl-3,6-dichloro-5-(trifluoromethyl)pyridazine C(C=C)C1=C(N=NC(=C1C(F)(F)F)Cl)Cl